ClC1=CC(=C(C=N1)C1=NC=C(C=C1F)CN1C[C@@H](CC1)O)F (R)-1-((6'-chloro-3,4'-difluoro-[2,3'-bipyridin]-5-yl)methyl)pyrrolidin-3-ol